CC=1N=C2N(C=C(C=C2)C=2N=C3N(C(C2)=O)C=C(C=C3)N3CCC(CC3)N3CCCC3)C1 2-(2-methylimidazo[1,2-a]pyridin-6-yl)-7-[4-(pyrrolidin-1-yl)piperidin-1-yl]-4H-pyrido[1,2-a]pyrimidin-4-one